NC1=C2C(=NC=N1)N(N=C2C=2C=CC1=C(N=C(O1)N)C2)CC=2C=NC(=NC2)CNC(OC(C)(C)C)=O tert-butyl ((5-((4-amino-3-(2-aminobenzo[d]oxazol-5-yl)-1H-pyrazolo[3,4-d]pyrimidin-1-yl)methyl)pyrimidin-2-yl)methyl)carbamate